(2-dimethylamino-ethyl)-amide CN(CC[NH-])C